(4-(isopropylamino)-6-phenyl-1,3,5-triazin-2-ylamino)pyridinecarbonitrile C(C)(C)NC1=NC(=NC(=N1)C1=CC=CC=C1)NC=1C(=NC=CC1)C#N